O=C1N(C2=CC(=CC=C2C(=N1)NCCCS(=O)(=O)N)C(F)(F)F)C1=C(C=CC=C1)C 3-((2-Oxo-1-(o-tolyl)-7-(trifluoromethyl)-1,2-dihydroquinazolin-4-yl)amino)propane-1-sulfonamide